tert-butyl N-[2-(4-methyl-3-methylsulfonyl-anilino)-2-oxo-ethyl]carbamate CC1=C(C=C(NC(CNC(OC(C)(C)C)=O)=O)C=C1)S(=O)(=O)C